bis[2-[3,5-bis(2-hydroxyethyl)-2,4,6-trioxo-1,3,5-triazinan-1-yl] ethyl] adipate C(CCCCC(=O)OCCN1C(N(C(N(C1=O)CCO)=O)CCO)=O)(=O)OCCN1C(N(C(N(C1=O)CCO)=O)CCO)=O